FC(C=1C=C(CNC(=O)C2=CC(=NN2)C2=CC(=C(C(=C2)OC)OC)OC)C=C(C1)C(F)(F)F)(F)F N-(3,5-bis(trifluoromethyl)benzyl)-3-(3,4,5-trimethoxyphenyl)-1H-pyrazole-5-carboxamide